methyl (E)-2-(2'-bromomethylphenyl)-methoxyiminoacetate BrCC1=C(C=CC=C1)\C(\C(=O)OC)=N/OC